1-benzoyl-5-{[(5-chlorothiophen-2-yl)methyl](methyl)amino}-3-[1-(2,2-dimethylpropanoyl)-2-methylpyrrolidin-3-yl]-1H-pyrazole-4-carbonitrile C(C1=CC=CC=C1)(=O)N1N=C(C(=C1N(C)CC=1SC(=CC1)Cl)C#N)C1C(N(CC1)C(C(C)(C)C)=O)C